3-(4-nitro-1H-imidazol-1-yl)quinoline [N+](=O)([O-])C=1N=CN(C1)C=1C=NC2=CC=CC=C2C1